NCCCCCCCCC(=O)N[C@H](C(=O)N1[C@@H](C[C@H](C1)O)C(=O)NCC1=CC=C(C=C1)C1=C(N=CS1)C)C(C)(C)C (2S,4R)-1-((S)-2-(9-aminononanoylamino)-3,3-dimethylbutyryl)-4-hydroxy-N-(4-(4-methylthiazol-5-yl)benzyl)pyrrolidine-2-carboxamide